FC=1C=C(C=C(C1C(F)(F)F)F)C=1C(=NC(=NC1)NC=1C=NN(C1)C)NC=1C=C(C=C(C1)F)NC(C=C)=O N-(3-((5-(3,5-difluoro-4-(trifluoromethyl)phenyl)-2-((1-methyl-1H-pyrazol-4-yl)amino)pyrimidin-4-yl)amino)-5-fluorophenyl)acrylamide